(R)-2,6-dichloro-4-(1-phenylethylcarbamoyl)benzoic acid ClC1=C(C(=O)O)C(=CC(=C1)C(N[C@H](C)C1=CC=CC=C1)=O)Cl